5-(methylamino)-6-(3-methylimidazo[4,5-c]pyridin-7-yl)-3-[4-[(4-methylpiperazin-1-yl)methyl]anilino]pyrazine-2-carboxamide formate salt C(=O)O.CNC=1N=C(C(=NC1C=1C2=C(C=NC1)N(C=N2)C)C(=O)N)NC2=CC=C(C=C2)CN2CCN(CC2)C